(chlorophenyl)-3-methylbutyric acid ClC1=C(C=CC=C1)C(C(=O)O)C(C)C